isopropyl-2,4-dioxo-1,2,3,4-tetrahydropyrimidine C(C)(C)N1C(NC(C=C1)=O)=O